C(CCCCCCCCCCC)SCC=1C=C(C(=C(C1)CSCCCCCCCCCCCC)O)C 4,6-di(dodecylthiomethyl)-o-cresol